C(C)(C)(C)C=1C=C(C=C(C1O)C(C)(C)C)CCC(=O)O.ClC1=C(C(=CC=C1)Cl)C(C(=O)NCC1=CC=NC=C1)NCCC1CCNCC1 2-(2,6-dichlorophenyl)-2-[(2-piperidine-4-ylethyl)amino]-N-(pyridine-4-ylmethyl)acetamid 3-(3,5-di-tert-butyl-4-hydroxyphenyl)propionate